3-Ethoxy-2-fluoro-2-methyl-3-oxopropanoic acid C(C)OC(C(C(=O)O)(C)F)=O